N[C@H](C(=O)O)[C@@H]([C@@H]1CO1)C (2S,3S,4R)-2-amino-3-methyl-4,5-epoxy-pentanoic acid